ClC=1C=C(C=CC1Cl)C=1N(C(=CC(C1C(=O)O)=O)CN1N=C(C=C1OC(F)F)C(F)(F)F)CC 2-(3,4-dichlorophenyl)-6-[[5-(difluoromethoxy)-3-(trifluoromethyl)pyrazol-1-yl]methyl]-1-ethyl-4-oxo-pyridine-3-carboxylic acid